C(C)C1=NC2=CC=C(C=C2NC1=O)CNC1CC(C1)NC=1C=CC(=NC1F)C(=O)NC 5-((3-(((2-ethyl-3-oxo-3,4-dihydroquinoxalin-6-yl)methyl)amino)cyclobutyl)amino)-6-fluoro-N-methylpicolinamide